(S)-4-(4-(2-cyclohexyl-2-(1-(penta-1,4-dien-3-yl)-1H-pyrazole-5-carboxamido)acetamido)phenyl)-N,N,3-trimethyl-1H-pyrazole-5-carboxamide C1(CCCCC1)[C@@H](C(=O)NC1=CC=C(C=C1)C=1C(=NNC1C(=O)N(C)C)C)NC(=O)C1=CC=NN1C(C=C)C=C